1-(4-methylphenyl)-1-hexyne CC1=CC=C(C=C1)C#CCCCC